3-CYANO-4-HYDROXYBENZALDEHYDE C(#N)C=1C=C(C=O)C=CC1O